N2-(3,5-dimethyl-1-(1-methylpiperidin-4-yl)-1H-pyrazol-4-yl)-N4-(3-fluorophenyl)-5-methylthieno[2,3-d]pyrimidine-2,4-diamine CC1=NN(C(=C1NC=1N=C(C2=C(N1)SC=C2C)NC2=CC(=CC=C2)F)C)C2CCN(CC2)C